N-benzyl-3-chlorobenzenesulfonamide C(C1=CC=CC=C1)NS(=O)(=O)C1=CC(=CC=C1)Cl